4-methyl-7,14-dioxa-10,19,20-triazatetracyclo[13.5.2.12,6.018,21]tricosa-1(20),2(23),3,5,15,17,21-heptaene CC1=CC=2C3=NNC4=CC=C(OCCCNCCOC(=C1)C2)C=C34